C(C)OC1=C(C=CC(=N1)C(CS(=O)(=O)C)N1C(N(C2=C1C=CC(=C2)C2=C(C=CC=C2)OC)C)=O)OC 1-(1-(6-ethoxy-5-methoxypyridin-2-yl)-2-(methylsulfonyl)ethyl)-5-(2-methoxyphenyl)-3-methyl-1H-benzo[d]imidazol-2(3H)-one